C1(=CC=C(C=C1)CC(C(=O)[O-])CC1=CC(=C(C=C1)O)N1N=C2C(=N1)C=CC=C2)CC(C(=O)[O-])CC2=CC(=C(C=C2)O)N2N=C1C(=N2)C=CC=C1 p-xylylenebis(3-(3-(2H-benzotriazol-2-yl)-4-hydroxyphenyl) propionate)